COC1(CN(C1)C(=O)C=1N=C(C2=C(N1)OC(=C2)C)NC2(CC2)C)C2=CC=CC=C2 (3-methoxy-3-phenylazetidine-1-carbonyl)-6-methyl-N-(1-methylcyclopropyl)furo[2,3-d]pyrimidin-4-amine